ClC=1C(=NC(=NC1)NC1=C(C=C2CCNCC2=C1)OC)NC=1C=CC=C2CNC(C12)=O 7-((5-chloro-2-((6-methoxy-1,2,3,4-tetrahydroisoquinolin-7-yl)amino)pyrimidin-4-yl)amino)isoindolin-1-one